1-(6-(3-(3,4-dichlorophenyl)-1,2,4-oxadiazol-5-yl)-3-azabicyclo[3.1.1]heptan-3-yl)-2-(4-methyl-1,2,5-oxadiazol-3-yl)ethan-1-one ClC=1C=C(C=CC1Cl)C1=NOC(=N1)C1C2CN(CC1C2)C(CC2=NON=C2C)=O